n-propylcarbinol C(CC)CO